6-Methyl-2-(4-(9-(4-(6-methylbenzo[d]thiazol-2-yl)phenyl)anthracen-10-yl)phenyl)benzo[d]thiazole CC1=CC2=C(N=C(S2)C2=CC=C(C=C2)C2=C3C=CC=CC3=C(C3=CC=CC=C23)C2=CC=C(C=C2)C=2SC3=C(N2)C=CC(=C3)C)C=C1